NC=1C(=CC2=C(OC[C@H]3N(CCN2C3)C(=O)OC(C)(C)C)C1)C#N tert-butyl (3S)-10-amino-9-cyano-2,3,5,6-tetrahydro-4H-3,7-methanobenzo[b][1,4,7]oxadiazonine-4-carboxylate